C(C=CC1=CC=CC=C1)NCC(=O)N[C@H](C(=O)N[C@@H](C(=O)O)CCC(=O)OCC)C(C)C (R)-2-((S)-2-(2-cinnamylaminoacetamido)-3-methylbutanamido)-5-ethoxy-5-oxopentanoic acid